COC(C(CC=1C=C2C=NNC2=C(C1)CC)NC(=O)N1CCC(CC1)N1C(NC2=CC=CC=C2C1)=O)=O 3-(7-Ethyl-1H-indazol-5-yl)-2-{[4-(2-oxo-1,4-dihydro-2H-quinazolin-3-yl)piperidine-1-carbonyl]-amino}-propionic acid methyl ester